Indium-copper [Cu].[In]